NC=1C2=C(N=C(N1)C)N(C=C2C2=C(C=C(C=C2)NC(C(O)C2=CC=CC=1CCOC12)=O)C)C N-(4-(4-amino-2,7-dimethyl-7H-pyrrolo[2,3-d]pyrimidin-5-yl)-3-methylphenyl)-2-(2,3-dihydrobenzofuran-7-yl)-2-hydroxyacetamide